1,3-dimethyl-imidazolium bis(pentafluoroethyl)phosphonite FC(C(F)(F)F)(F)OPOC(C(F)(F)F)(F)F.CN1C=[N+](C=C1)C